(S)-3-(3-fluorophenyl)-1-methyl-1-(1-(1-oxo-1,2-dihydroisoquinolin-4-yl)ethyl)urea FC=1C=C(C=CC1)NC(N([C@@H](C)C1=CNC(C2=CC=CC=C12)=O)C)=O